NC=1C2=C(N=CN1)N(C(=C2C2=CC=C(C=C2)OC2=NC(=CC=C2)C)C#CC2CN(C2)C2C[C@H](N(CC2)C(C=C)=O)CO)C 1-((2S)-4-(3-((4-amino-7-methyl-5-(4-(6-methylpyridin-2-yloxy)phenyl)-7H-pyrrolo[2,3-d]pyrimidin-6-yl)ethynyl)azetidin-1-yl)-2-(hydroxymethyl)piperidin-1-yl)prop-2-en-1-one